(R)-piperidin-3-ylcarbamate N1C[C@@H](CCC1)NC([O-])=O